COC(=O)C1=CC=C(C=C1)C1=C(C=C(C=C1)C(NC1=CC=C(C=C1)I)=O)Br 2'-bromo-4'-[(4-iodophenyl)carbamoyl]-[1,1'-biphenyl]-4-carboxylic acid methyl ester